C(C1=CC=CC=C1)N(P(C1=CC=C(C=C1)[Si](CCCC)(CCCC)CCCC)C1=CC=C(C=C1)[Si](CCCC)(CCCC)CCCC)P(C1=C(C=CC=C1)SC(F)(F)F)C1=C(C=CC=C1)SC(F)(F)F N-benzyl-N-(bis(2-((trifluoromethyl)thio)phenyl)phosphaneyl)-1,1-bis(4-(tributylsilyl)phenyl)phosphanamine